3-((5-chloro-1H-indol-3-yl)sulfonyl)aniline ClC=1C=C2C(=CNC2=CC1)S(=O)(=O)C=1C=C(N)C=CC1